C1(=CC=CC=C1)NC1=NC2=CC=CC=C2C=C1C#N (phenylamino)quinoline-3-carbonitrile